phenyl 3-bromo-3,3-difluoropropionate BrC(CC(=O)OC1=CC=CC=C1)(F)F